1,1,1,3,3,3-Hexafluoropropan-2-yl 3-(7-fluoro-3-phenyl-1H-indazol-1-yl)-2,2-dimethylpropanoate FC=1C=CC=C2C(=NN(C12)CC(C(=O)OC(C(F)(F)F)C(F)(F)F)(C)C)C1=CC=CC=C1